tert-butyl N-[3-[[6-(2-tetrahydropyran-2-ylpyrazol-3-yl)pyridine-2-carbonyl]amino]phenyl]carbamate O1C(CCCC1)N1N=CC=C1C1=CC=CC(=N1)C(=O)NC=1C=C(C=CC1)NC(OC(C)(C)C)=O